N1C(=NC2=CC=CC=C12)S(=O)NC(=O)N aza-indolesulfinyl-urea